CC1CC2(CC(C1)C)OC=1C=C(C=CC1C=1N=C(SC12)N)C(F)(F)F 3',5'-dimethyl-7-(trifluoromethyl)spiro[chromeno[4,3-d]thiazole-4,1'-cyclohexan]-2-amine